2-(4-(3-(2,2-difluoroethyl)-2-(2-methylimidazo[1,2-a]pyridin-6-yl)-1H-indol-5-yl)piperidin-1-yl)-N,N-dimethylacetamide FC(CC1=C(NC2=CC=C(C=C12)C1CCN(CC1)CC(=O)N(C)C)C=1C=CC=2N(C1)C=C(N2)C)F